(6'-Hydroxy-8'-oxo-3'-phenyl-8'H-spiro[Cyclohexan-1,5'-indolizin]-7'-carbonyl)glycin OC=1C2(N3C(=CC=C3C(C1C(=O)NCC(=O)O)=O)C1=CC=CC=C1)CCCCC2